CC1NN(C(C1(CC(=C=C)CCCC)CC=C)=O)C1=CC=CC=C1 3-methyl-4-allyl-4-(2-butyl-2,3-butadienyl)-1-phenylpyrazolin-5-one